N,N-dimethyl-1,3-propylenediamine CN(CCCN)C